2-(((2S,4a'R,1'R,8'S,8a'R)-2',2'-dimethyl-8'-(4-(3,4,5-trifluorophenyl)-1H-1,2,3-triazol-1-yl)hexahydro-3H,4'H-spiro[furan-2,6'-pyrano[3,2-d][1,3]dioxin]-7'-yl)oxy)acetic acid CC1(OC[C@@H]2[C@H](O1)[C@@H](C([C@]1(O2)OCCC1)OCC(=O)O)N1N=NC(=C1)C1=CC(=C(C(=C1)F)F)F)C